C1=C2C(C3=C(NC2=CC=N1)C=CC=C3)=O benzo(b)-1,6-naphthyridin-10-one